N1[C@@H](CC1)CNC(=O)C1(CCN(CC1)C1=C(C=C(C=C1)C(F)(F)F)C#N)C=1C=NC(=CC1)C1=C(C=CC=C1)OC N-{[(2S)-azetidin-2-yl]methyl}-1-[2-cyano-4-(trifluoromethyl)phenyl]-4-[6-(2-methoxyphenyl)pyridin-3-yl]piperidine-4-carboxamide